[Cl-].C[Ga+]C Dimethylgallium chloride